2-(diethylcarbamoylamino)-4-[2-(2-methoxyphenoxy)ethyl-[4-(5,6,7,8-tetrahydro-1,8-naphthyridin-2-yl)butyl]amino]butanoic acid C(C)N(C(=O)NC(C(=O)O)CCN(CCCCC1=NC=2NCCCC2C=C1)CCOC1=C(C=CC=C1)OC)CC